N-[2-(2,3-dichlorophenyl)ethyl]-2-[1-[(2,3-difluorophenyl)methyl]-5-oxopyrrolidin-2-yl]acetamide ClC1=C(C=CC=C1Cl)CCNC(CC1N(C(CC1)=O)CC1=C(C(=CC=C1)F)F)=O